(2S,4R)-4-fluoro-N-[(S)-phenyl[4-(propan-2-yl)phenyl]methyl]-1-[2-(2H-1,2,3-triazol-2-yl)acetyl]pyrrolidine-2-carboxamide F[C@@H]1C[C@H](N(C1)C(CN1N=CC=N1)=O)C(=O)N[C@H](C1=CC=C(C=C1)C(C)C)C1=CC=CC=C1